2-(4-bromophenyl)-5-cycloheptyl-1,3,4-oxadiazole BrC1=CC=C(C=C1)C=1OC(=NN1)C1CCCCCC1